ClC=1C(=NC=C(N1)Cl)C12C(C(C1)(C2)C)C2=CC=C(C(=O)OCC)C=C2 ethyl 4-(1-(3,5-dichloropyrazin-2-yl)-3-methylbicyclo[1.1.1]pentan-2-yl)benzoate